4,4-difluoro-1-methyl-pyrrolidin-3-ol FC1(C(CN(C1)C)O)F